6-chloro-N-(2,4-dimethoxybenzyl)-N-((2R,4R)-2-methyltetrahydro-2H-pyran-4-yl)-3-nitroquinolin-4-amine ClC=1C=C2C(=C(C=NC2=CC1)[N+](=O)[O-])N([C@H]1C[C@H](OCC1)C)CC1=C(C=C(C=C1)OC)OC